ClC1=C(C=CC=C1C1=C(C(=NC=C1)C=1C=C2CCN(CC2=C(C1)OC)C[C@H](C)O)Cl)C1=CC=C(C(=N1)OC)CNCC(=O)OC methyl (S)-((6-(2-chloro-3-(3-chloro-2-(2-(2-hydroxypropyl)-8-methoxy-1,2,3,4-tetrahydroisoquinolin-6-yl)pyridin-4-yl)phenyl)-2-methoxypyridin-3-yl)methyl)glycinate